[Na+].[C@@H]1(C[C@H](O)[C@@H](CO)O1)N1C(=O)N=C(N)C(=C1)C(=O)[O-] 2'-deoxycytidine-5-carboxylic acid sodium salt